C1(CC1)C=1C=C(C(=NC1)C#N)C 5-cyclopropyl-3-methylpicolinonitrile